N-[[1-(azetidin-3-ylmethyl)-4-piperidyl]methyl]-4-[[3-[2,3-difluoro-4-[3-(trifluoromethyl)-1H-pyrazol-4-yl]phenyl]imidazo[1,2-a]pyrazin-8-yl]amino]-2-ethyl-benzamide N1CC(C1)CN1CCC(CC1)CNC(C1=C(C=C(C=C1)NC=1C=2N(C=CN1)C(=CN2)C2=C(C(=C(C=C2)C=2C(=NNC2)C(F)(F)F)F)F)CC)=O